iron hydroxyphosphite OP([O-])([O-])[O-].[Fe+3]